2,6-di-t-butyl-4-methylphenyl-octylphenyl-pentaerythritol diphosphite OP(O)OP(O)O.C(C)(C)(C)C1=C(C(=CC(=C1)C)C(C)(C)C)C(C(C(O)(C1=CC=CC=C1)CCCCCCCC)(CO)CO)O